C1(CC1)N1C=CC2=C(C=C(C=C12)F)N1C(C2=CC(=C(C=C2C(=C1)C(=O)N1CCC(CC1)F)OCF)OCF)=O 2-(1-cyclopropyl-6-fluoro-1H-indol-4-yl)-6,7-bis(fluoromethoxy)-4-(4-fluoropiperidine-1-carbonyl)-1,2-dihydroisoquinolin-1-one